FC1=CC=C(C=C1)C=1C(=CC=CC1)S(=O)(=O)C1=CC=C(C=C1)NC(=O)NCC1=CC=NC=C1 1-[4-(4'-Fluoro-biphenyl-2-sulfonyl)-phenyl]-3-pyridin-4-ylmethyl-urea